IC1=C(C=NN1)CO (5-iodo-1H-pyrazole-4-yl)methanol